tert-Butyl N-(2-bromo-5-methoxy-3-pyridyl)carbamate BrC1=NC=C(C=C1NC(OC(C)(C)C)=O)OC